2-(2-chloro-5-(piperazin-1-yl)phenyl)-1-methyl-1H-benzo[d]imidazole ClC1=C(C=C(C=C1)N1CCNCC1)C1=NC2=C(N1C)C=CC=C2